N1-(2-(dimethylamino)ethyl)-N1-methyl-N4-(4-(7-methyl-1H-indol-3-yl)-5-(trifluoromethyl)pyrimidin-2-yl)benzene-1,2,4-triamine CN(CCN(C=1C(=CC(=CC1)NC1=NC=C(C(=N1)C1=CNC2=C(C=CC=C12)C)C(F)(F)F)N)C)C